1,4-dicarboxyl-benzene C(=O)(O)C1=CC=C(C=C1)C(=O)O